(cyclohexyl-(5-phenyl-1,3,4-oxadiazol-2-yl)methyl)-4-methoxyaniline C1(CCCCC1)C(C=1OC(=NN1)C1=CC=CC=C1)NC1=CC=C(C=C1)OC